para-xylene-2,5-diamine C=1(C(=CC(=C(C1)N)C)N)C